ONC(=O)C=1CCN(CC1)S(=O)(=O)C1=CC=C(C=C1)C1=CC(=CC=C1)N1CCN(CC1)C N-hydroxyl-1-((3'-(4-methylpiperazine-1-yl)-[1,1'-biphenyl]-4-yl)sulfonyl)-1,2,3,6-tetrahydropyridine-4-formamide